(9S)-9-Hydroxy-12-(4-methylphenyl)-4-thia-2,12-diazatricyclo[7.3.0.03,7]dodeca-1,3(7),5-trien-8-on O[C@@]12C(C=3C=CSC3N=C2N(CC1)C1=CC=C(C=C1)C)=O